N-(5-(((5-(tert-butyl)oxazol-2-yl)methyl)thio)thiazol-2-yl)-1-((2-(2,4-dioxotetrahydropyrimidin-1(2H)-yl)-1-oxoisoindolin-5-yl)methyl)piperidine-4-carboxamide C(C)(C)(C)C1=CN=C(O1)CSC1=CN=C(S1)NC(=O)C1CCN(CC1)CC=1C=C2CN(C(C2=CC1)=O)N1C(NC(CC1)=O)=O